CCN(C)CCN(CC)CC N,N,N'-triethyl-N'-methylethane-1,2-diamine